O=C(C(=O)N)N1[C@H](CC[C@@H](C1)C)C1=CC(=NC=C1)OCC |r| 2-oxo-2-[rac-(2R,5S)-2-(2-ethoxy-4-pyridyl)-5-methyl-1-piperidyl]acetamide